N[C@H](C(=O)O)CC=1C=C(C=CC1)C1=CC(=CC=C1)F (S)-2-amino-3-(3'-fluoro-[1,1'-biphenyl]-3-yl)propanoic acid